leucyl-L-arginyl-N-methylglycyl-L-lysinamide N[C@@H](CC(C)C)C(=O)N[C@@H](CCCNC(N)=N)C(=O)N(CC(=O)N[C@@H](CCCCN)C(=O)N)C